3-(2-benzylthiazolylthio)-1-propanesulfonic acid C(C1=CC=CC=C1)C1(SC=CN1)SCCCS(=O)(=O)O